C(C(C)=C)OCC(C(=O)OC12CC3CC(CC(C1)C3)C2)=C adamantyl α-methallyloxymethylacrylate